4-((4-((3-chloro-2-hydroxy-4-((4-hydroxy-2-methoxy-6-methylbenzoyl)oxy)-5,6-dimethylbenzoyl)oxy)-2,3,6-trimethylbenzoyl)oxy)-2,3,5,6-tetramethylbenzoic acid ClC=1C(=C(C(=O)OC2=C(C(=C(C(=O)OC3=C(C(=C(C(=O)O)C(=C3C)C)C)C)C(=C2)C)C)C)C(=C(C1OC(C1=C(C=C(C=C1C)O)OC)=O)C)C)O